(R)-N-(2,3-dihydroxypropyl)-4-(2-(4-fluorophenyl)-1H-pyrrolo[2,3-b]pyridin-5-yl)thiophene-2-carboxamide O[C@H](CNC(=O)C=1SC=C(C1)C=1C=C2C(=NC1)NC(=C2)C2=CC=C(C=C2)F)CO